CN(CCNC)C(=O)OC1=C(C(=O)O)C=CC(=N1)C(F)(F)F 2-(N-methyl-2-(N-methyl)aminoethylamino)formyloxy-6-trifluoromethyl-nicotinic acid